4-(1H-Benzo[d][1,2,3]triazol-5-yl)-N-(3-(trifluoromethyl)phenyl)pyrimidin-2-amine N1N=NC2=C1C=CC(=C2)C2=NC(=NC=C2)NC2=CC(=CC=C2)C(F)(F)F